C(C)OC(C#C)OC 3-ethoxy-3-Methoxyprop-1-yne